2-{4-[(4-cyclohexylphenyl)amino]-2-(3,6-dihydro-2H-pyran-4-yl)-5,7-dihydro-6H-pyrrolo[3,4-d]pyrimidin-6-yl}-N,N-dimethylacetamide C1(CCCCC1)C1=CC=C(C=C1)NC=1C2=C(N=C(N1)C=1CCOCC1)CN(C2)CC(=O)N(C)C